tert-butyl (tert-butoxycarbonyl)((trans-3-(3-cyclopropyl-5-((diphenylmethylene)amino)-1H-pyrazolo[3,4-b]pyridin-1-yl)cyclobutyl)methyl)carbamate C(C)(C)(C)OC(=O)N(C(OC(C)(C)C)=O)C[C@@H]1C[C@H](C1)N1N=C(C=2C1=NC=C(C2)N=C(C2=CC=CC=C2)C2=CC=CC=C2)C2CC2